4-methoxy-3-(pyrrolidin-3-yl)-N-(5-(trifluoromethyl)pyridin-3-yl)benzamide COC1=C(C=C(C(=O)NC=2C=NC=C(C2)C(F)(F)F)C=C1)C1CNCC1